(tert-butoxycarbonylamino)-4-methoxypiperidine-1-carboxylic acid benzyl ester C(C1=CC=CC=C1)OC(=O)N1C(CC(CC1)OC)NC(=O)OC(C)(C)C